1H-pyrazole-1,3-dicarboxylic acid 3-tert-butyl 1-(4-nitrophenyl) ester [N+](=O)([O-])C1=CC=C(C=C1)OC(=O)N1N=C(C=C1)C(=O)OC(C)(C)C